4-amino-2-[6-fluoro-3-(2,3,6-trifluorobenzyl)imidazo[1,5-a]pyridin-1-yl]-5,5-dimethyl-5,7-dihydro-6H-pyrrolo[2,3-d]pyrimidin-6-one NC=1C2=C(N=C(N1)C=1N=C(N3C1C=CC(=C3)F)CC3=C(C(=CC=C3F)F)F)NC(C2(C)C)=O